methyl (E)-2-(1-(4-(2-morpholinoethoxy)pyridin-2-yl)ethylidene)hydrazine-1-carbodithioate O1CCN(CC1)CCOC1=CC(=NC=C1)\C(\C)=N\NC(=S)SC